CC1=CC=CC(=N1)C1=C(N=CN1)C=1C=C2C(=CC=NC2=CC1)C(=O)OC1CC(C1)N (3-aminocyclobutyl) 6-[5-(6-methyl-2-pyridyl)-1H-imidazol-4-yl]quinoline-4-carboxylate